CC1NCCN(C1)C 2,4-dimethylpiperazin